ClC1=C(C(=O)N2COC3=C(C2)C=CC=C3C3=CC(=C(C(=O)OC)C=C3F)N3C2COCC3CC2)C(=CC(=C1)C1=CC=2N(C=C1)C=NC2)Cl Methyl 4-[3-(2,6-dichloro-4-imidazo[1,5-a]pyridin-7-ylbenzoyl)-2,4-dihydro-1,3-benzoxazin-8-yl]-5-fluoro-2-(3-oxa-8-azabicyclo[3.2.1]octan-8-yl)benzoate